tert-butyl 2-(7-(4-fluoro-2-(2-methoxyethoxy)phenyl)-4-hydroxythieno[3,2-c]pyridin-6-yl)-6,7-dihydropyrazolo[1,5-a]pyrazine-5(4H)-carboxylate FC1=CC(=C(C=C1)C=1C2=C(C(=NC1C1=NN3C(CN(CC3)C(=O)OC(C)(C)C)=C1)O)C=CS2)OCCOC